3-iodo-4-methyl-N-[3-(4-methyl-1H-imidazol-1-yl)-5-(trifluoromethyl)phenyl]benzamide tert-butyl-4-(5-(methoxycarbonyl)-3-nitropyridin-2-yl)piperazine-1-carboxylate C(C)(C)(C)OC(=O)N1CCN(CC1)C1=NC=C(C=C1[N+](=O)[O-])C(=O)OC.IC=1C=C(C(=O)NC2=CC(=CC(=C2)C(F)(F)F)N2C=NC(=C2)C)C=CC1C